ClC1=C(C(=C(OC2=CC=C(C=C2)[C@@H]2CCCN3C2=NS(CC3)(=O)=O)C=C1)F)OC (9S)-9-[4-(4-chloro-2-fluoro-3-methoxyphenoxy)phenyl]-3,4,6,7,8,9-hexahydropyrido[2,1-c][1,2,4]thiadiazine 2,2-dioxide